(4S)-3-{2-[(4-cyclopropyl-3-methyl-1,2-thiazol-5-yl)amino]quinazolin-7-yl}-4-methyl-1,3-oxazolidin-2-one C1(CC1)C=1C(=NSC1NC1=NC2=CC(=CC=C2C=N1)N1C(OC[C@@H]1C)=O)C